ClC1=NC(=C(N=C1C1=CC=CC=C1)C=1C=NC=CC1)C1=CC=CC=C1 2-chloro-3,6-diphenyl-5-(pyridin-3-yl)pyrazine